4-{2,6,8-trioxo-9-[(2r,3s,4r)-2,3,4,5-tetrahydroxypentyl]-1,2,3,6,8,9-hexahydro-7h-purin-7-yl}butyl dihydrogen phosphate P(=O)(OCCCCN1C(N(C=2NC(NC(C12)=O)=O)C[C@H]([C@@H]([C@@H](CO)O)O)O)=O)(O)O